N1CCC(CC1)CN1CCC(CC1)C1=CC=C(C=C1)N1C(NC(CC1)=O)=O 1-(4-(1-(piperidin-4-ylmethyl)piperidin-4-yl)phenyl)dihydropyrimidine-2,4(1H,3H)-dione